BrC1=CC=CC=2OC(OC21)(C)C2=C(C=C(C=C2)C(F)(F)F)F 4-bromo-2-(2-fluoro-4-(trifluoromethyl)phenyl)-2-methylbenzo[d][1,3]dioxol